N1C=C(C2=CC=CC=C12)CCC1N(CCC2=CC(=C(C=C12)OC)OC)C(=O)C1=CC=NC=C1 (1-(2-(1H-indol-3-yl)ethyl)-6,7-dimethoxy-3,4-di-hydroisoquinoline-2(1H)-yl)(pyridin-4-yl)methanone